1,4-benzoxazepin-5-one O1CC=NC(C2=C1C=CC=C2)=O